11-Oxo-N-(p-tolyl)-1-azatricyclo[6.3.1.04,12]dodeca-4(12),5,7,9-tetraene-10-carboxamide O=C1C(=CC2=CC=CC=3CCN1C32)C(=O)NC3=CC=C(C=C3)C